FC(C(=O)O)(F)F.FC1=C(OCCCN)C=CC(=C1)F 3-(2,4-difluorophenoxy)propan-1-amine 2,2,2-trifluoroacetate